C(#C)C=1C(=CC=C2C=C(C=C(C12)C1=C(C=2N=C(N=C(C2C(O1)=O)NCC1=CNC2=NC=CC=C21)OCC2(CC2)CN2CCOCC2)C)O)F 7-(8-ETHYNYL-7-FLUORO-3-HYDROXY-NAPHTHALEN-1-YL)-8-METHYL-2-{[1-(MORPHOLIN-4-YLMETHYL)CYCLOPROPYL]METHOXY}-4-({1H-PYRROLO[2,3-B]PYRIDIN-3-YLMETHYL}AMINO)PYRANO[4,3-D]PYRIMIDIN-5-ONE